(R)-2-Methyl-N4-(1-methyl-3-(pyridin-2-yl)-1H-pyrazol-5-yl)-N1-((S)-11-oxo-2,3,10,11-tetrahydro-1H,5H-benzo[d]pyrazolo[1,2-a][1,2]diazepin-10-yl)succinamide C[C@@H](C(=O)N[C@H]1C2=C(CN3N(C1=O)CCC3)C=CC=C2)CC(=O)NC2=CC(=NN2C)C2=NC=CC=C2